4-(trifluoromethyl)thiazol-2-amine FC(C=1N=C(SC1)N)(F)F